COC1=NC=CC(=C1)C1=C(C(=CC=C1)C)NC(=O)C1=NN2C(OCC(C2)(C)C)=C1S(=O)(N)=N ((2-(2-methoxypyridin-4-yl)-6-methylphenyl)carbamoyl)-6,6-dimethyl-6,7-dihydro-5H-pyrazolo[5,1-b][1,3]oxazine-3-sulfonimidamide